Ethyl 2-(2-bromo-5-chlorophenyl)-2-methylpropanoate BrC1=C(C=C(C=C1)Cl)C(C(=O)OCC)(C)C